O=C1N(CCCCC1N1C(CCC1)=O)CC(=O)OCCCCCCCCCCCCCC tetradecyl 2-[2-oxo-3-(2-oxopyrrolidin-1-yl)azepan-1-yl]acetate